COCC1=C(C(=C(CO)C(=C1F)F)C)F 4-methoxymethyl-2-methyl-3,5,6-trifluorobenzyl alcohol